tert-butyl (2R,6S)-4-(2-chloro-5-cyano-3-((8-cyano-4-(cyclopropyl(4-methoxybenzyl)amino)pyrazolo[1,5-a][1,3,5]triazin-2-yl)amino)phenyl)-2,6-dimethylpiperazine-1-carboxylate ClC1=C(C=C(C=C1NC1=NC=2N(C(=N1)N(CC1=CC=C(C=C1)OC)C1CC1)N=CC2C#N)C#N)N2C[C@H](N([C@H](C2)C)C(=O)OC(C)(C)C)C